C1(CC1)C1=NN(C=C1C1=NC=C(C2=C1C=CN2)F)[C@@H]2C[C@H](C2)CNC=2C=C1C(N(C(C1=CC2)=O)C2C(NC(CC2)=O)=O)=O 5-(((Trans-3-(3-cyclopropyl-4-(7-fluoro-1H-pyrrolo[3,2-c]pyridin-4-yl)-1H-pyrazol-1-yl)cyclobutyl)methyl)amino)-2-(2,6-dioxopiperidin-3-yl)isoindoline-1,3-dione